N-[5-[5-bromo-2-(difluoromethoxy)phenyl]-1-[[2-(trimethylsilyl)ethoxy]methyl]-1H-pyrazol-4-yl]pyrazolo[1,5-a]pyrimidine-3-carboxamide BrC=1C=CC(=C(C1)C1=C(C=NN1COCC[Si](C)(C)C)NC(=O)C=1C=NN2C1N=CC=C2)OC(F)F